C1(CCC1)C(CNC(=O)C1=NN(C(N1)=O)C)CC1=CC=CC=C1 N-(2-cyclobutyl-3-phenylpropyl)-1-methyl-5-oxo-4H-1,2,4-triazole-3-carboxamide